CC1=NN(C(=N1)SCC=C)C[C@]1(O[C@H]1C1=C(C=CC=C1)Cl)C1=C(C=C(C=C1)F)F |o1:11,13| methyl-5-(allylsulfanyl)-1-{[rel-(2R,3S)-3-(2-chlorophenyl)-2-(2,4-difluorophenyl)oxiran-2-yl]methyl}-1H-1,2,4-triazole